(2,6-dichlorophenyl)-6-(4-ethyl-3-(hydroxymethyl)-5-oxo-4,5-dihydro-1H-1,2,4-Triazol-1-yl)-4-(1-methylcyclopropyl)isoquinolin-1(2H)-one ClC1=C(C(=CC=C1)Cl)N1C(C2=CC=C(C=C2C(=C1)C1(CC1)C)N1N=C(N(C1=O)CC)CO)=O